4-(((4-(((R)-1-(3-amino-5-(trifluoromethyl)phenyl)ethyl)amino)-6-methoxy-2-methylquinazolin-7-yl)oxy)methyl)-2-(2,6-dioxopiperidin-3-yl)isoindoline-1,3-dione NC=1C=C(C=C(C1)C(F)(F)F)[C@@H](C)NC1=NC(=NC2=CC(=C(C=C12)OC)OCC1=C2C(N(C(C2=CC=C1)=O)C1C(NC(CC1)=O)=O)=O)C